2-(2,6-dioxopiperidin-3-yl)-5-((5-(4-(3-(5-(5-methyl-5H-pyrido[4,3-b]indol-7-yl)-3-(trifluoromethyl)pyridin-2-yl)propyl)piperazin-1-yl)pentyl)oxy)isoindoline-1,3-dione O=C1NC(CCC1N1C(C2=CC=C(C=C2C1=O)OCCCCCN1CCN(CC1)CCCC1=NC=C(C=C1C(F)(F)F)C=1C=CC=2C3=C(N(C2C1)C)C=CN=C3)=O)=O